1-(2-Chloro-6-methoxy-pyrimidin-4-yl)-ethanone ClC1=NC(=CC(=N1)C(C)=O)OC